FC1=C(C=CC(=C1)OCCN1[C@H](COCC1)C)C=1C=CC(=NC1)CC(=O)NCC1=C(C=CC=C1)F (S)-2-(5-(2-fluoro-4-(2-(3-methylmorpholino)ethoxy)phenyl)pyridin-2-yl)-N-(2-fluorobenzyl)acetamide